[Si](C)(C)(C(C)(C)C)OCC1=CC(=NC=C1C(=O)OCC)OC ethyl 4-(((tert-butyldimethylsilyl)oxy)methyl)-6-methoxynicotinate